(4S)-N-[5-(3,5-dichlorophenyl)-1-(dimethylamino)-2-naphthyl]chroman-4-carboxamide ClC=1C=C(C=C(C1)Cl)C1=C2C=CC(=C(C2=CC=C1)N(C)C)NC(=O)[C@H]1CCOC2=CC=CC=C12